C(=O)[O-].[NH+]1=CNCC=C1 3,4-dihydropyrimidin-1-ium formate